(4S,4'S,7S,7'S,9aS,9a'S)-N,N'-(ethane-1,2-diylbis-(4,1-phenylene))bis(8,8-dimethyl-4-((S)-2-(methylamino)propane-thioamido)-5-oxoocta-hydropyrrolo[2,1-b]-[1,3]thiazepine-7-carboxamide) C(CC1=CC=C(C=C1)NC(=O)[C@@H]1C(C[C@@H]2SCC[C@@H](C(N21)=O)NC([C@H](C)NC)=S)(C)C)C2=CC=C(C=C2)NC(=O)[C@@H]2C(C[C@@H]1SCC[C@@H](C(N12)=O)NC([C@H](C)NC)=S)(C)C